CC=1C=CC=C2C=CC=C(C12)N1CC=2N=C(N=C(C2CC1)N1C[C@@H](NCC1)CC#N)OC[C@@H]1N(CCC1)C 2-[(2S)-4-[7-(8-methyl-1-naphthyl)-2-[[(2R)-1-methylpyrrolidin-2-yl]methoxy]-6,8-dihydro-5H-pyrido[3,4-d]pyrimidin-4-yl]piperazin-2-yl]acetonitrile